trans-3-[3-fluoro-4-[4-[4-(methylamino)cyclohexyl]piperazin-1-yl]anilino]piperidine-2,6-dione FC=1C=C(NC2C(NC(CC2)=O)=O)C=CC1N1CCN(CC1)[C@@H]1CC[C@H](CC1)NC